(3R,4S)-1-((2,4-dichlorophenyl)sulfonyl)-3-(hydroxymethyl)-4-((6-(trifluoromethyl)pyridin-3-yl)oxy)pyrrolidin-3-ol ClC1=C(C=CC(=C1)Cl)S(=O)(=O)N1C[C@@]([C@H](C1)OC=1C=NC(=CC1)C(F)(F)F)(O)CO